CC(C)(C)OC(=O)N1CC(CC1)C(=O)NC1=NC=CN=C1Br 3-[[(3-bromopyrazin-2-yl)amino]carbonyl]tetrahydropyrrole-1-carboxylic acid-2-methylpropan-2-yl ester